6-[(methylamino)methyl]-4-(trifluoromethyl)-2,3-dihydro-isoindol-1-one CNCC1=CC(=C2CNC(C2=C1)=O)C(F)(F)F